1,2-bis(1-methyltetrazol-5-yl)ethane CN1N=NN=C1CCC1=NN=NN1C